N-Bocglycine (2S,4S,5R,6R)-ethyl-5-acetamido-2,4-dihydroxy-6-((1R,2R)-1,2,3-trihydroxypropyl)tetrahydro-2H-pyran-2-carboxylate C(C)C1[C@](O[C@H]([C@@H]([C@H]1O)NC(C)=O)[C@@H]([C@@H](CO)O)O)(C(=O)O)O.C(=O)(OC(C)(C)C)NCC(=O)O